3-Fluoro-3-{2-[4-(trifluoromethyl)phenyl]ethynyl}pyrrolidine-1-carboxylic acid tert-butyl ester C(C)(C)(C)OC(=O)N1CC(CC1)(C#CC1=CC=C(C=C1)C(F)(F)F)F